5-(3-(ethylamino)-4-fluoropyrrolidin-1-yl)-N-(8-methoxy-2-methylimidazo[1,2-a]pyrazin-6-yl)pyrazine-2-carboxamide C(C)NC1CN(CC1F)C=1N=CC(=NC1)C(=O)NC=1N=C(C=2N(C1)C=C(N2)C)OC